1,3-dimethyl-aza-azepine CN1N=C(C=CC=C1)C